tert.-Butyl-3-{[2-(4-isopropylphenyl)imidazo[1,2-a]pyrimidin-3-yl]methyl}-3,8-diazabicyclo-[3.2.1]octane-8-carboxylate C(C)(C)(C)OC(=O)N1C2CN(CC1CC2)CC2=C(N=C1N2C=CC=N1)C1=CC=C(C=C1)C(C)C